1-[(2-fluorophenyl)methyl]-6-nitro-3,4-dihydroquinolin-2-one FC1=C(C=CC=C1)CN1C(CCC2=CC(=CC=C12)[N+](=O)[O-])=O